BrC1=CC=C(C=C1)[C@@]12CN(C[C@H]2C1)CC(F)F (1R,5S)-1-(4-bromophenyl)-3-(2,2-difluoroethyl)-3-azabicyclo[3.1.0]hexane